N-benzyl-2-(3-(3-tolyl)oxetan-3-yl)ethanamine C(C1=CC=CC=C1)NCCC1(COC1)C=1C=C(C=CC1)C